ClC=1N=CC=C2C=C(C=NC12)CN1CC(CC1)O 1-((8-chloro-1,7-naphthyridin-3-yl)methyl)pyrrolidin-3-ol